BrC=1C(=CC(=C(C1)CO)CO)F [5-bromo-4-fluoro-2-(hydroxymethyl)phenyl]methanol